[Cl-].C(C=C)(=O)OCC[N+](C)(C)C β-acryloyloxyethyltrimethylammonium chloride